(2-(2-(difluoromethoxy)-7-methylquinoxalin-5-yl)-4,5,6,7-tetrahydrobenzofuran-4-yl)carbamic acid tert-butyl ester C(C)(C)(C)OC(NC1CCCC2=C1C=C(O2)C2=C1N=CC(=NC1=CC(=C2)C)OC(F)F)=O